Cl.NC1=NC=CC=N1 aminopyrimidine HCl salt